NC1(CC1)[C@@H]1CN(CCO1)C1=CC=C(N=N1)C1=C(C=C(C=C1C)C)O 2-[6-[(2S)-2-(1-aminocyclopropyl)morpholin-4-yl]pyridazin-3-yl]-3,5-dimethyl-phenol